BrC1=CC2=C(NC(C(N2CCCC)=O)=O)N=C1 7-bromo-1-butyl-4H-pyrido[2,3-b]Pyrazine-2,3-dione